(17β)-3-Ethoxyestra-3,5-dien-17-ol C(C)OC1=CC2=CC[C@H]3[C@@H]4CC[C@@H]([C@@]4(C)CC[C@@H]3[C@H]2CC1)O